amino-4-bromo-N-(3-methoxyphenyl)-4''-sulfamoyl-[1,1':3',1''-terphenyl]-5'-carboxamide NC1=C(C=CC(=C1)Br)C1=CC(=CC(=C1)C(=O)NC1=CC(=CC=C1)OC)C1=CC=C(C=C1)S(N)(=O)=O